[1-[3-fluoro-4-([2-[piperidin-4-yl(1H-pyrazol-4-ylmethyl)amino]-1,6-naphthyridin-7-yl]amino)phenyl]pyrazol-3-yl]methanol FC=1C=C(C=CC1NC1=NC=C2C=CC(=NC2=C1)N(CC=1C=NNC1)C1CCNCC1)N1N=C(C=C1)CO